BrC1=C(C=CC=C1C)C 2-bromo-1,3-xylene